N6-(3-Iodobenzyl)-2''-O-methyladenosine CO[C@@H]1[C@@H]([C@H](O[C@H]1N2C=NC3=C(N=CN=C32)NCC4=CC(=CC=C4)I)CO)O